C=C1C(=O)OCC1 Methyl-yl-butyrolactone